6'-methoxy-2',3'-dihydro-4'H-spiro[cyclopropane-1,1'-naphthalen]-4'-one COC=1C=C2C(CCC3(C2=CC1)CC3)=O